tertbutyltin C(C)(C)(C)[Sn]